decenyl-pimelic anhydride C(=CCCCCCCCC)C1C(=O)OC(CCCC1)=O